ClC1=CC=C(C=C1)C(C)(C#C)C=1N=C(SC1)NC(=N)N 1-(4-(2-(4-chlorophenyl)but-3-yn-2-yl)thiazol-2-yl)guanidine